CN1C[C@@H](CC1)NC(=O)C1CCNCC1 N-[(3R)-1-methylpyrrolidine-3-yl]Piperidine-4-carboxamide